Cl.FC(OC1=CC=C(C=C1)N(C=1C=NC=C(C1OC)F)C1CCNCC1)F N-(4-(difluoromethoxy)phenyl)-5-fluoro-4-methoxy-N-(piperidin-4-yl)pyridin-3-amine hydrochloride